6-fluoro-2,3-dihydrobenzofuran-5-amine FC1=CC2=C(CCO2)C=C1N